CN1N=C2C=C(C=CC2=C1C)N 2,3-dimethyl-6-amino-indazole